1-methyl-2-oxo-4-{6-[4-(trifluoromethoxy)phenyl]-2,6-diazaspiro[3.4]octan-2-yl}-1,2-dihydroquinoline-3-carbonitrile CN1C(C(=C(C2=CC=CC=C12)N1CC2(C1)CN(CC2)C2=CC=C(C=C2)OC(F)(F)F)C#N)=O